ClC1=NC=CC(=N1)C1=C(N=C(S1)CCC1CCN(CC1)C(=O)OC(C)(C)C)C1=C(C(=CC=C1)NC(=O)OCC=C)F tert-butyl 4-{2-[5-(2-chloropyrimidin-4-yl)-4-(2-fluoro-3-{[(prop-2-en-1-yloxy)carbonyl]amino}phenyl)-1,3-thiazol-2-yl]ethyl}piperidine-1-carboxylate